C1C(CC12OCCO2)C2=CC=C(C=C2)B2OC(C(O2)(C)C)(C)C 2-(4-(5,8-dioxaspiro[3.4]octan-2-yl)phenyl)-4,4,5,5-tetramethyl-1,3,2-dioxaborolane